[N-](S(=O)(=O)C(F)(F)F)S(=O)(=O)C(F)(F)F.C(CCC)[P+](CC)(CCCC)CCCC tributylethylphosphonium bis(trifluoromethanesulfonyl)imide